ClC=1C=C(C=C2C(=C(C=NC12)C#N)NC1=CC(=C(C=C1)F)Cl)NC(C=1C=NC=CC1)C=1N=NN(C1)[C@H]1CN(CC1)CC 8-chloro-4-((3-chloro-4-fluorophenyl)amino)-6-(((1-((R)-1-ethylpyrrolidin-3-yl)-1H-1,2,3-triazol-4-yl)(pyridin-3-yl)methyl)amino)quinoline-3-carbonitrile